4-amino-4-(3-fluoro-5-trifluoromethyl-pyridin-2-yl)-tetrahydro-pyran-3-ol NC1(C(COCC1)O)C1=NC=C(C=C1F)C(F)(F)F